C(CC#C)C1(N=N1)CCOC=1C=C2CC(CC2=CC1)N1CC2=C(CC1)N=C(N2C)C2=C(C=CC=C2)Cl 5-(5-(2-(3-(but-3-yn-1-yl)-3H-diazirin-3-yl)ethoxy)-2,3-dihydro-1H-inden-2-yl)-2-(2-chlorophenyl)-3-methyl-4,5,6,7-tetrahydro-3H-imidazo[4,5-c]pyridine